ClC1=CC=CC=2N1N=C(C2SC(F)(F)F)I 7-chloro-2-iodo-3-(trifluoromethylsulfanyl)pyrazolo[1,5-a]pyridine